4-(6-methyl-1H-indole-3-yl)pyrimidine CC1=CC=C2C(=CNC2=C1)C1=NC=NC=C1